C(C=C(C)C)NC1=C2NC=NC2=NC=N1 N6-prenyladenine